5-formyl-N,4-dimethylpyridine-2-formamide C(=O)C=1C(=CC(=NC1)C(=O)NC)C